BrC=1C=C2C(=NN(C(C2=CC1)=O)CC(=O)OC)CC=O methyl 2-(6-bromo-1-oxo-4-(2-oxoethyl)phthalazin-2(1H)-yl)acetate